ClC=1C=CC2=C(CC(CC=3N2C(=NN3)[C@@H]3CC[C@H](CC3)OC3=NC=CC=C3)N(C)C)C1 8-Chloro-N,N-dimethyl-1-[trans-4-(pyridin-2-yloxy)cyclohexyl]-5,6-dihydro-4H-[1,2,4]triazolo[4,3-a][1]benzazepin-5-amin